C(C)NCCC N-ethyl-propane-1-amine